4-bromo-7-fluoro-N,N-dimethylbenzo[d]isoxazol-3-amine BrC1=CC=C(C2=C1C(=NO2)N(C)C)F